Dipinacol boronate B(O)O.OC(C)(C)C(C)(C)O.OC(C)(C)C(C)(C)O